C(C1=CC=CC=C1)OC1=CC=C2C=CNC2=C1 6-(benzyloxy)-1H-indole